4-chloro-3,5-dimethyl-pyridine ClC1=C(C=NC=C1C)C